NCC1CCC(CC1)N[C@H]1[C@@H](C1)C1=CC=CC=C1 4-(aminomethyl)-N-((trans)-2-phenylcyclopropyl)cyclohexanamine